4,6-DIMETHYLPYRIDINE-2-CARBALDEHYDE CC1=CC(=NC(=C1)C)C=O